3-(bromomethyl)-6-(trifluoromethyl)pyridazine BrCC=1N=NC(=CC1)C(F)(F)F